FC1=C(C#N)C=CC(=C1)N1N=NC=C1[Si](C)(C)C 2-fluoro-4-(5-(trimethylsilyl)-1H-1,2,3-triazol-1-yl)benzonitrile